N5-(6-(4-fluorophenyl)-3-nitropyridin-2-yl)pyridine-2,5-diamine FC1=CC=C(C=C1)C1=CC=C(C(=N1)NC=1C=CC(=NC1)N)[N+](=O)[O-]